N-((1s,4s)-4-((3-Bromo-7-morpholino-1,6-naphthyridin-5-yl)oxy)cyclohexyl)pyrimidin-2-amine BrC=1C=NC2=CC(=NC(=C2C1)OC1CCC(CC1)NC1=NC=CC=N1)N1CCOCC1